C[Si](O[C@@H]1C(C2CC[C@H]3[C@@H]4CC[C@H]([C@@H](CCCC(C)(C)O)C)[C@]4(CC[C@@H]3[C@]2(CC1)C)C)C#N)(C(C)(C)C)C 3β-{[dimethyl(2-methylprop-2-yl)silyl]oxy}-25-hydroxycholestane-4-carbonitrile